3-[(1-{[(3R,4R)-1-(3-fluorobenzoyl)-3-phenylpiperidin-4-yl]carbonyl}-4-hydroxypiperidin-4-yl)methyl]-7-methyl-3,7-dihydro-4H-pyrrolo[2,3-d]pyrimidin-4-one FC=1C=C(C(=O)N2C[C@H]([C@@H](CC2)C(=O)N2CCC(CC2)(O)CN2C=NC3=C(C2=O)C=CN3C)C3=CC=CC=C3)C=CC1